C(=C)OCC(CN)C 3-vinyloxy-2-methylpropan-1-amine